FC(C1(CC1)CC=O)(F)F 2-[1-(trifluoromethyl)cyclopropyl]acetaldehyde